C1(CC1)N1N=CC(=C1)[C@H]1O[C@H](C[C@H](C1)C1=CC=2C(=NC(=C(N2)C)C)C(=N1)C1=C(C=C(C=C1)F)F)C 7-((2S,4R,6S)-2-(1-cyclopropyl-1H-pyrazol-4-yl)-6-methyltetrahydro-2H-pyran-4-yl)-5-(2,4-difluorophenyl)-2,3-dimethylpyrido[3,4-b]pyrazine